2-isopropylbenzo[d]oxazole-4-carboxylic acid C(C)(C)C=1OC=2C(N1)=C(C=CC2)C(=O)O